O1C(=O)C(=CC2=CC=CC=C12)C1=CC(=C(C=C1/C=C/C(=O)O)O)O coumarincaffeic acid